N-(4-methyl-3-(2-((5-methyl-1,3,4-oxadiazol-2-yl)amino)-8,9-dihydroimidazo[1',2':1,6]pyrido[2,3-d]pyrimidin-6-yl)phenyl)-4-(trifluoromethyl)picolinamide formate C(=O)O.CC1=C(C=C(C=C1)NC(C1=NC=CC(=C1)C(F)(F)F)=O)C1=CC2=C(N=C(N=C2)NC=2OC(=NN2)C)N2C1=NCC2